6'-((4-(((S)-2-hydroxy-1-phenylethyl)amino)-5-(1,3,4-oxadiazol-2-yl)pyrimidin-2-yl)amino)-3'-methylspiro[cyclopropane-1,4'-isochroman]-1'-one OC[C@H](C1=CC=CC=C1)NC1=NC(=NC=C1C=1OC=NN1)NC=1C=C2C3(C(OC(C2=CC1)=O)C)CC3